mesitylguanidine C1(=C(C(=CC(=C1)C)C)NC(=N)N)C